1,2,3,5-Tetrahydro-1,1,2,2,3,3-hexamethyl-8-phenyl-cyclopenta[b]carbazole CC1(C(C(C2=CC=3NC=4C=CC(=CC4C3C=C21)C2=CC=CC=C2)(C)C)(C)C)C